C(=O)N1C=2C(NC(=NC2NCC1CNC1=CC=C(C(N[C@@H](CCC(=O)O)C(=O)O)=O)C=C1)N)=O 5-formyltetrahydrofolic acid